(5S)-N-[(3S)-7,9-difluoro-2-oxo-1,3,4,5-tetrahydro-1-benzazepin-3-yl]-5-(trifluoromethyl)-5,6,7,8-tetrahydro-[1,2,4]triazolo[1,5-a]pyridine-2-carboxamide FC=1C=C(C2=C(CC[C@@H](C(N2)=O)NC(=O)C2=NN3C(CCC[C@H]3C(F)(F)F)=N2)C1)F